tert-Butyl 10-methyl-11-oxo-8-(1H-1,2,4-triazol-3-yl)-3,4,8,9,10,11-hexahydro-1H-pyrido[4',3':3,4]pyrazolo[1,5-a][1,4]diazepine-2(7H)-carboxylate CN1C(C=2N(CC(C1)C1=NNC=N1)N=C1C2CN(CC1)C(=O)OC(C)(C)C)=O